rel-(2R,3S,4S,5R)-3-(3,4-difluoro-2-methoxyphenyl)-N-(2-(1-hydroxyethyl)pyridin-4-yl)-4,5-dimethyl-5-(trifluoromethyl)tetrahydrofuran-2-carboxamide FC=1C(=C(C=CC1F)[C@H]1[C@@H](O[C@]([C@H]1C)(C(F)(F)F)C)C(=O)NC1=CC(=NC=C1)C(C)O)OC |o1:8,9,11,12|